FC(N1N=CC(=C1)C1=NN=C(O1)C(=O)N1[C@@H](C2=C(CC1)NC=N2)C=2OC1=C(N2)C=CC=C1C)F (S)-(5-(1-(difluoromethyl)-1H-pyrazol-4-yl)-1,3,4-oxadiazol-2-yl)(4-(7-methylbenzo[d]oxazol-2-yl)-6,7-dihydro-1H-imidazo[4,5-c]pyridin-5(4H)-yl)methanone